[I-].C(C)N(C=1C=C2OC3=CC(C(=CC3=NC2=CC1)/C=C/C1=CCN(C=C1)CCCCCC)=O)CC (E)-4-(2-(7-(diethylamino)-3-oxo-3H-phenoxazin-2-yl)vinyl)-1-hexylpyridine iodide